2-((6-(4-(2-hydroxyethyl)piperazin-1-yl)-2-methylpyrimidin-4-yl)amino)-N-(o-tolyl)thiazole-5-carboxamide OCCN1CCN(CC1)C1=CC(=NC(=N1)C)NC=1SC(=CN1)C(=O)NC1=C(C=CC=C1)C